(6-cyclopropylpyrazolo[1,5-a]pyridin-3-yl)methanone C1(CC1)C=1C=CC=2N(C1)N=CC2C=O